O1C(=CC2=C1C=CC=C2)C2NS(C1=C2C=C(C=C1)C(C)(C)C)(=O)=O 3-(benzofuran-2-yl)-5-(tert-butyl)-2,3-dihydrobenzo[d]isothiazole 1,1-dioxide